(3,4,5-tris(decyloxy)phenyl)methanol C(CCCCCCCCC)OC=1C=C(C=C(C1OCCCCCCCCCC)OCCCCCCCCCC)CO